C(C1=CC=CC=C1)CC(O)(CCC1=CC=C(C=C1)F)CCC1=C(C=CC=C1)I benzyl(2-iodophenethyl)-1-(4-fluorophenethyl)ethanol